1-(anthracen-9-yl)-3-octyl-2H-imidazol-3-ium bromide [Br-].C1=CC=CC2=CC3=CC=CC=C3C(=C12)N1C[NH+](C=C1)CCCCCCCC